4-(2-(4-bromo-3-methoxy-1H-pyrazol-1-yl)-9-ethyl-9H-purin-6-yl)morpholine BrC=1C(=NN(C1)C1=NC(=C2N=CN(C2=N1)CC)N1CCOCC1)OC